6-bromo-1,2,3,4-tetrahydroisoquinoline camphorsulfonate C12(C(=O)CC(CC1)C2(C)C)CS(=O)(=O)O.BrC=2C=C1CCNCC1=CC2